P(=O)(OCC(COC(CCCCNC(=O)OC(C)(C)C)=O)OC(CCCCNC(=O)OC(C)(C)C)=O)(OC[C@@H](COC(CCCCCCCCCCCCC)=O)OC(CCCCCCCCCCCCC)=O)[O-].[Na+] sodium 2,3-bis((5-((tert-butoxycarbonyl)amino)pentanoyl)oxy)propyl ((R)-2,3-bis(tetradecanoyloxy)propyl) phosphate